1,3-bis(methylene)benzene Phenyl-((S)-1-((2S,4R)-2-((4-ethynylbenzyl)carbamoyl)-4-hydroxypyrrolidin-1-yl)-5-hydroxy-3,3-dimethyl-1-oxopentan-2-yl)carbamate C1(=CC=CC=C1)N(C(O)=O)[C@H](C(=O)N1[C@@H](C[C@H](C1)O)C(NCC1=CC=C(C=C1)C#C)=O)C(CCO)(C)C.C=C1CC(CC=C1)=C